6-methoxy-4-(1-(3-methyloxetan-3-yl)-1H-benzo[d]imidazol-2-yl)-3-(trifluoromethyl)benzene-1,2-diol COC=1C=C(C(=C(C1O)O)C(F)(F)F)C1=NC2=C(N1C1(COC1)C)C=CC=C2